4-[6-amino-2-(pyridin-3-yl)-9H-purin-9-yl]-N-(3-methoxyphenyl)cyclohexanecarboxamide NC1=C2N=CN(C2=NC(=N1)C=1C=NC=CC1)C1CCC(CC1)C(=O)NC1=CC(=CC=C1)OC